7-(2-(5-chloro-1H-indol-3-yl)ethoxy)-5-(thiazol-5-yl)thiazolo[5,4-d]pyrimidine ClC=1C=C2C(=CNC2=CC1)CCOC=1C2=C(N=C(N1)C1=CN=CS1)SC=N2